4-[5-(3,4-difluorophenyl)-6-tetrahydropyran-4-yl-1H-pyrazolo[4,3-g]Isoquinolin-8-yl]-3-fluoro-benzoic acid (trifluoroacetate) FC(C(=O)O)(F)F.FC=1C=C(C=CC1F)C1=C(N=C(C2=CC3=C(C=C12)C=NN3)C3=C(C=C(C(=O)O)C=C3)F)C3CCOCC3